2-[(6-chloro-5-fluoropyridin-3-yl)oxy]acetic acid ClC1=C(C=C(C=N1)OCC(=O)O)F